C(C)OC(C=1C=NC(=NC1)NCCO)OCC 2-[[5-(diethoxymethyl)pyrimidin-2-yl]amino]ethanol